C(C)C1=NN2C(C=C(C=C2C)N2CC3(CN(C3)C(=O)C3CCOCC3)CC2)=C1N(C=1SC(=C(N1)C1=CC=C(C=C1)F)C#N)C 2-((2-ethyl-7-methyl-5-(2-(tetrahydro-2H-pyran-4-carbonyl)-2,6-diazaspiro[3.4]octane-6-yl)pyrazolo[1,5-a]pyridin-3-yl)(methyl)amino)-4-(4-fluorophenyl)thiazole-5-carbonitrile